5-((7-((4-(S-methylsulfonimidoyl)phenyl)amino)-2,6-naphthyridin-1-yl)ethynyl)benzo[d]oxazol-2(3H)-one CS(=O)(=N)C1=CC=C(C=C1)NC1=NC=C2C=CN=C(C2=C1)C#CC=1C=CC2=C(NC(O2)=O)C1